OC=1C=C(C=CC1O)/C=C/C(=O)NCCC1=CC=C(C=C1)OCCC(F)(F)F (E)-3-(3,4-dihydroxyphenyl)-N-(4-(3,3,3-trifluoropropoxy)phenethyl)acrylamide